ClC1=C(COC2=NC=3CNCCC3C=C2C(F)(F)F)C=CC(=C1)C 2-((2-chloro-4-methylbenzyl)oxy)-3-(trifluoromethyl)-5,6,7,8-tetrahydro-1,7-naphthyridine